(S*)-N-(3-Cyano-4-fluorophenyl)-11,11-difluoro-9-hydroxy-3,4,8,9,10,11-hexahydro-1H-pyrido[4',3':3,4]pyrazolo[1,5-a]azepine-2(7H)-carboxamide C(#N)C=1C=C(C=CC1F)NC(=O)N1CC=2C(=NN3C2C(C[C@H](CC3)O)(F)F)CC1 |o1:21|